4-(2-((3-methoxyphenethyl)amino)phenyl)piperazine COC=1C=C(CCNC2=C(C=CC=C2)N2CCNCC2)C=CC1